(S)-5-(sec-butylamino)benzo[h]isoquinoline-8-carboxylic acid [C@H](C)(CC)NC1=C2C=CN=CC2=C2C(=C1)C=C(C=C2)C(=O)O